NCCS(=O)(=O)NC=1C(=NC=C(C1)Br)OCCN(C(OC(C)(C)C)=O)C(C)C tert-Butyl (2-((3-((2-aminoethyl)sulfonamido)-5-bromopyridin-2-yl)oxy)ethyl)(isopropyl)carbamate